NCC=1C=C2C(N(C(C2=CC1)=O)N1C(NC(CC1)=O)=O)=O 5-(aminomethyl)-2-(2,4-dioxotetrahydropyrimidine-1(2H)-yl)isoindoline-1,3-dione